N,N'-bis(2,2,6,6-tetramethylpiperidyl)hexamethylenediamine CC1(N(C(CCC1)(C)C)NCCCCCCNN1C(CCCC1(C)C)(C)C)C